1-(1-(4-(2-Chloro-4-(trifluoromethoxy)phenoxy)pyridin-2-yl)piperidin-4-yl)-3-(pyridin-3-yl)thiourea ClC1=C(OC2=CC(=NC=C2)N2CCC(CC2)NC(=S)NC=2C=NC=CC2)C=CC(=C1)OC(F)(F)F